ClC1=NC(=NC=C1C(=O)OCC)OCC1=CC=C(C=C1)C=1N(C=C(N1)C(F)(F)F)C ethyl 4-chloro-2-[[4-[1-methyl-4-(trifluoromethyl)imidazol-2-yl]phenyl]methoxy]pyrimidine-5-carboxylate